NC=1N([C@H]2[C@H](O)[C@H](O)[C@@H](CO)O2)C=2N=CN=C(C2N1)N 8-aminoadenosine